The molecule is an N-acetyl-beta-D-glucosaminide in which the anomeric hydroxy hydrogen is replaced by a 2-nitrophenyl group. It has a role as a chromogenic compound. It is a C-nitro compound and a N-acetyl-beta-D-glucosaminide. It derives from a 2-nitrophenol. CC(=O)N[C@@H]1[C@H]([C@@H]([C@H](O[C@H]1OC2=CC=CC=C2[N+](=O)[O-])CO)O)O